C(C)(C)(C)C1[C@@]2(CC[C@H](CN1C1=NC(=NC(=C1C(=O)OC)C)Cl)N2)C tert-butyl-(1S,5R)-3-(2-chloro-5-(methoxycarbonyl)-6-methylpyrimidin-4-yl)-1-methyl-3,8-diazabicyclo[3.2.1]octane